5-[6-[(4-methylpiperazin-1-yl)methyl]pyridazin-3-yl]oxy-1H-benzimidazole CN1CCN(CC1)CC1=CC=C(N=N1)OC1=CC2=C(NC=N2)C=C1